dioxopentane C(CC=O)CC=O